dimethyl-indenyl-(2-methyl-indenyl)zirconium dichloride [Cl-].[Cl-].C[Zr](C1C(=CC2=CC=CC=C12)C)(C1C=CC2=CC=CC=C12)C